(R)-6-chloro-3-((1-(2-(4-(5-cyano-3-methylpyridin-2-yl)piperazin-1-yl)-3,6-dimethyl-4-oxo-3,4-dihydroquinazolin-8-yl)ethyl)amino)-N-(methylsulfonyl)picolinamide ClC1=CC=C(C(=N1)C(=O)NS(=O)(=O)C)N[C@H](C)C=1C=C(C=C2C(N(C(=NC12)N1CCN(CC1)C1=NC=C(C=C1C)C#N)C)=O)C